1-tert-butyl 2-methyl (2R,4R)-4-azidopyrrolidine-1,2-dicarboxylate N(=[N+]=[N-])[C@@H]1C[C@@H](N(C1)C(=O)OC(C)(C)C)C(=O)OC